N,N-dibenzyl-2-chloroethan-1-amine, Hydrochloride Cl.C(C1=CC=CC=C1)N(CCCl)CC1=CC=CC=C1